COC1=C(CN(S(=O)(=O)C2=C(C=C(C(=C2)F)F)F)C2=NC=NC=C2)C=CC(=C1)OC N-(2,4-dimethoxybenzyl)-2,4,5-trifluoro-N-(pyrimidin-4-yl)benzene-sulfonamide